F[P-](F)(F)(F)(F)F.CN=C(N(C)C)OC tetramethylisourea hexafluorophosphate